2-chloro-4,6-di(4-n-butylamino-1,2,2,6,6-pentamethylpiperidin-4-yl)-1,3,5-triazine ClC1=NC(=NC(=N1)C1(CC(N(C(C1)(C)C)C)(C)C)NCCCC)C1(CC(N(C(C1)(C)C)C)(C)C)NCCCC